3-(3-chloro-4-(trifluoromethoxy)phenyl)azetidine-1-carboxylic acid tert-butyl ester C(C)(C)(C)OC(=O)N1CC(C1)C1=CC(=C(C=C1)OC(F)(F)F)Cl